CC1=CC(=CS1)B(O)O 5-METHYLTHIOPHENE-3-BORONIC ACID